CCOCCOCC(C(=O)O)C(=O)O 3,6-dioxaoctanedicarboxylic acid